N-((2-(4-(4-hydroxybut-1-yn-1-yl)phenyl)thiazol-5-yl)methyl)-11-oxo-10,11-dihydrodibenzo[b,f][1,4]thiazepine-8-carboxamide 5,5-dioxide OCCC#CC1=CC=C(C=C1)C=1SC(=CN1)CNC(=O)C1=CC2=C(S(C3=C(C(N2)=O)C=CC=C3)(=O)=O)C=C1